6-[4-[(3,4-dihydro-4-oxo-3-phenyl-1-phthalazinyl)carbonyl]-1-piperazinyl]-3-pyridinecarbonitrile O=C1N(N=C(C2=CC=CC=C12)C(=O)N1CCN(CC1)C1=CC=C(C=N1)C#N)C1=CC=CC=C1